(-)-N-[2-cyclopropyl-2-{5-fluoro-4-(2-hydroxypropan-2-yl)-6-[4-(trifluoromethyl)phenyl]Pyridine-2-yl}-2-hydroxyethyl]-8-(cyclopropyloxy)-3-methylquinoline-6-carboxamide C1(CC1)C(CNC(=O)C=1C=C2C=C(C=NC2=C(C1)OC1CC1)C)(O)C1=NC(=C(C(=C1)C(C)(C)O)F)C1=CC=C(C=C1)C(F)(F)F